C(N)(=O)C=1C=CC(=C(C1)C=1C=C2C(=NN(C2=CC1)C(C1=CC=CC=C1)(C1=CC=CC=C1)C1=CC=CC=C1)NC(=O)C1CCN(CC1)C)Cl N-[5-(5-carbamoyl-2-chlorophenyl)-1-trityl-1H-indazol-3-yl]-1-methylpiperidine-4-carboxamide